3-(5-(4-(3-hydroxypropyl)piperidin-1-yl)-3-methyl-2-oxo-2,3-dihydro-1H-benzo[d]imidazol-1-yl)piperidine-2,6-dione OCCCC1CCN(CC1)C1=CC2=C(N(C(N2C)=O)C2C(NC(CC2)=O)=O)C=C1